1-(4-(2-ethyl-3-((4-(4-fluorophenyl)thiazol-2-yl)(methyl)amino)imidazo[1,2-a]pyridin-6-yl)piperidin-1-yl)propan-1-one C(C)C=1N=C2N(C=C(C=C2)C2CCN(CC2)C(CC)=O)C1N(C)C=1SC=C(N1)C1=CC=C(C=C1)F